ClC1=CC=C(C(=N1)C(=O)O)N[C@@H](C)C=1C=C(C=C2C(N(C(=NC12)N1C[C@@H]2C([C@@H]2C1)OC)C)=O)F 6-chloro-3-(((S)-1-(6-fluoro-2-((1R,5S,6S)-6-methoxy-3-azabicyclo[3.1.0]hexan-3-yl)-3-methyl-4-oxo-3,4-dihydroquinazolin-8-yl)ethyl)amino)picolinic acid